OC1=CC=C(C=C1)C12CC3(CC(CC(C1)(C3)C(C)C)(C2)CCC)C2=CC=C(C=C2)O 1,3-bis(4-hydroxyphenyl)-5-propyl-7-isopropyl-adamantane